CN(C1CC(C1)N)C N1,N1-dimethylcyclobutane-1,3-diamine